2-ethyl-3-propylpentane-1,5-diol C(C)C(CO)C(CCO)CCC